5-dibutylamino-1,8-diazabicyclo[5.4.0]-undecene C(CCC)N(C1CC=CN2CCCNC2C1)CCCC